2-(4-((5-chloropyridin-2-yl)methyl)piperazin-1-yl)-6-fluoro-4-isobutylbenzonitrile ClC=1C=CC(=NC1)CN1CCN(CC1)C1=C(C#N)C(=CC(=C1)CC(C)C)F